[I-].C(C(C)C)C1=C(C=CC=C1)P(C1=CC=CC=C1)C1=CC=CC=C1 isobutyltriphenylphosphine iodide